N-(3-methyloxetan-3-yl)-3-oxo-2,3-dihydro-[1,2,4]triazolo[4,3-a]pyridine-6-sulfonamide CC1(COC1)NS(=O)(=O)C=1C=CC=2N(C1)C(NN2)=O